2-m-hydroxyphenyl-acetic acid OC=1C=C(C=CC1)CC(=O)O